ClC1=C(OC2CCN(CC2)CCOCCOCCOCCN2CCN(CC2)C=2C=C3C(N(C(C3=CC2)=O)C2C(NC(CC2)=O)=O)=O)C=CC=C1C(=O)C1C(CCCC1=O)=O 5-[4-[2-[2-[2-[2-[4-[2-chloro-3-(2,6-dioxocyclohexanecarbonyl)phenoxy]-1-piperidyl]ethoxy]ethoxy]ethoxy]ethyl]piperazin-1-yl]-2-(2,6-dioxo-3-piperidyl)isoindoline-1,3-dione